methyl 2-((4-((S)-2-(5-chloropyridin-2-yl)-2-methylbenzo[d][1,3]dioxol-4-yl)piperidin-1-yl)methyl)-4-(2-fluoroethoxy)-1-(((S)-oxetan-2-yl)methyl)-1H-benzo[d]imidazole-6-carboxylate ClC=1C=CC(=NC1)[C@@]1(OC2=C(O1)C=CC=C2C2CCN(CC2)CC2=NC1=C(N2C[C@H]2OCC2)C=C(C=C1OCCF)C(=O)OC)C